[Si](C1=CC=CC=C1)(C1=CC=CC=C1)(C(C)(C)C)OCC[C@H](C)N1C(N(C(C2=CC(=CC=C12)C(F)(F)F)=O)C1=CN=CC2=CC=CC=C12)=O 1-((S)-4-((tert-butyldiphenylsilyl)oxy)butan-2-yl)-3-(isoquinolin-4-yl)-6-(trifluoromethyl)quinazoline-2,4(1H,3H)-dione